ClC1=NC(=CC=C1)OC(C)C1=C(C=C(C=C1)Cl)F 2-chloro-6-(1-(4-chloro-2-fluorophenyl)ethoxy)pyridine